CC1=C(N2C=3C=CC(=CC3C(=NCC2=N1)C1=C(C=CC=C1)F)Cl)N Methyl-3-amino-12-chloro-9-(2-fluorophenyl)-2,5,8-triazatricyclo[8.4.0.02,6]tetradeca-1(10),3,5,8,11,13-hexaene